O=C1NC(CCC1N1C(C2=C(C=C(C(=C2C1=O)F)F)N1C(C(NC(C1([2H])[2H])([2H])[2H])([2H])[2H])([2H])[2H])=O)=O 2-(2,6-dioxopiperidin-3-yl)-4,5-difluoro-7-(piperazin-1-yl-2,2,3,3,5,5,6,6-d8)isoindoline-1,3-dione